[2-(2,2,2-trifluoroethoxy)ethoxy]pyridine-3-carbaldehyde FC(COCCOC1=NC=CC=C1C=O)(F)F